C(=O)(C1=NNC=N1)C1=NNC=N1 carbonylbis(1,2,4-triazole)